C(C)(C)(C)OC(=O)N1C(CCC1)C=1C=C(C=C2CCN(CC12)C)C=1C=C2C(=NC1)NC=C2C 2-(2-methyl-6-(3-methyl-1H-pyrrolo[2,3-b]pyridin-5-yl)-1,2,3,4-Tetrahydroisoquinolin-8-yl)pyrrolidine-1-carboxylic acid tert-butyl ester